6-(hydroxymethyl)-4-methoxy-2-(4-methoxybenzyl)pyridazin-3(2H)-one OCC=1C=C(C(N(N1)CC1=CC=C(C=C1)OC)=O)OC